O.C(C)O monoethanol monohydrate